(4S,5R)-5-fluoro-1-(indol-1-yl)-3-(methylsulfonyl)-5,6-dihydro-4H-cyclopenta[c]thiophen-4-ol F[C@H]1[C@H](C=2C(=C(SC2S(=O)(=O)C)N2C=CC3=CC=CC=C23)C1)O